C1(=CC=CC=2SC3=C(C21)C=CC=C3)C=3C(=C(C=CC3)C3=CC=CC=C3)C3=NN=NC(=C3C3=C(C=CC=C3)C3=CC=CC=C3)C3=CC=CC=C3 (dibenzothiophenyl)[phenyl(biphenylyl)triazinyl]biphenyl